BrC1=CC=C2C(CC3(CCC(CC3)C(=O)OCC)OC2=C1)=O ethyl (2r,4'r)-7-bromo-4-oxospiro[chromane-2,1'-cyclohexane]-4'-carboxylate